3-phenyl-1H-inden-1-ylruthenium (II) dichloride C1(=CC=CC=C1)C1=CC(C2=CC=CC=C12)[Ru-](Cl)Cl